2-[4-[4-[(2,6-dioxo-3-piperidyl)amino]-3-phenoxy-phenyl]-1-piperidyl]acetamide O=C1NC(CCC1NC1=C(C=C(C=C1)C1CCN(CC1)CC(=O)N)OC1=CC=CC=C1)=O